BrC=1C=C(C=2N(C1)C(=CN2)C(=O)NNC(C(F)F)=O)F 6-bromo-N'-(2,2-difluoroacetyl)-8-fluoroimidazo[1,2-a]pyridine-3-carbohydrazide